2-((1s,3s)-3-(3-methyl-8-(1-methyl-1H-indazol-5-yl)-7-(1-methyl-1H-pyrazol-4-yl)-2-oxo-3,6-dihydroimidazo[4,5-d]pyrrolo[2,3-b]pyridin-1(2H)-yl)cyclobutyl)acetonitrile CN1C(N(C2=C3C(=NC=C21)NC(=C3C=3C=C2C=NN(C2=CC3)C)C=3C=NN(C3)C)C3CC(C3)CC#N)=O